3-(5-((4-(6-(5-((R)-2-(2,5-difluorophenyl)pyrrolidin-1-yl)pyrazolo[1,5-a]pyrimidin-3-yl)pyridin-2-yl)piperazin-1-yl)methyl)-4-fluoro-1-oxoisoindoline-2-yl)piperidine FC1=C(C=C(C=C1)F)[C@@H]1N(CCC1)C1=NC=2N(C=C1)N=CC2C2=CC=CC(=N2)N2CCN(CC2)CC=2C(=C1CN(C(C1=CC2)=O)C2CNCCC2)F